4,5-dichloro-7-methyl-1H-pyrrolo[2,3-c]pyridine-2-carboxylic acid ClC1=C2C(=C(N=C1Cl)C)NC(=C2)C(=O)O